Butyl (R)-3-hydroxy-3-((R)-5H-imidazo[5,1-a]isoindol-5-yl)piperidine-1-carboxylate O[C@]1(CN(CCC1)C(=O)OCCCC)[C@@H]1N2C(C3=CC=CC=C13)=CN=C2